O=C1NC(CCC1C1=NOC2=C1C=CC(=C2S(=O)(=O)F)C2CCN(CC2)C(=O)OC(C)(C)C)=O tert-butyl 4-(3-(2,6-dioxopiperidin-3-yl)-7-(fluorosulfonyl)benzo[d]isoxazol-6-yl)piperidine-1-carboxylate